C12CC(CC2C1)OC1=C(C=C(C=C1F)NC(=O)C=1N=C(OC1CN1CCCC1)N1CCCC1)F N-(4-(cis-bicyclo[3.1.0]hexan-3-yloxy)-3,5-difluorophenyl)-2-(pyrrolidin-1-yl)-5-(pyrrolidin-1-ylmethyl)oxazole-4-carboxamide